[Si](C1=CC=CC=C1)(C1=CC=CC=C1)(C(C)(C)C)OCC1CC(C1)O (1r,3r)-3-(((tert-Butyldiphenylsilyl)oxy)methyl)cyclobutan-1-ol